2-cyclopropyl-7,9-bis[4-(difluoromethoxy)phenyl]-8H-pyrido[1,2-a]pyrimidin-8-one C1(CC1)C1=NC=2N(C=C1)C=C(C(C2C2=CC=C(C=C2)OC(F)F)=O)C2=CC=C(C=C2)OC(F)F